OCC=1N(C=CN1)C(CC1=C(C=C(C#N)C=C1)F)O 4-[(1R)-(2-hydroxymethyl-1H-imidazole-1-yl)-2-hydroxyethyl]-3-fluoro-benzonitrile